4-(1,2,3,4-tetrahydroquinolin-3-yl)benzamide N1CC(CC2=CC=CC=C12)C1=CC=C(C(=O)N)C=C1